2-((1R,3R,5S)-3-((5-cyclopropyl-3-(2,6-dichlorophenyl)isoxazol-4-yl)methoxy)-8-azabicyclo[3.2.1]octane-8-carbonyl)isoindoline-5-carboxylic acid C1(CC1)C1=C(C(=NO1)C1=C(C=CC=C1Cl)Cl)COC1C[C@H]2CC[C@@H](C1)N2C(=O)N2CC1=CC=C(C=C1C2)C(=O)O